(S)-norbornylamine C12(CCC(CC1)C2)N